3-[6-({4-[2-amino-6-(3-cyano-2-ethoxyphenyl)-4-pyrimidinyl]-1H-1,2,3-triazol-1-yl}methyl)-2-pyridinyl]-3-methylbutanoic acid NC1=NC(=CC(=N1)C=1N=NN(C1)CC1=CC=CC(=N1)C(CC(=O)O)(C)C)C1=C(C(=CC=C1)C#N)OCC